O[C@H]1C[C@@H](O[C@@H]1CO)N1C=2N=C3N(C(C2N=C1)=O)C1C(=COC(N3)C1)C=O 3-((2R,4S,5R)-4-hydroxy-5-(hydroxymethyl)tetrahydrofuran-2-yl)-12-oxo-5,6,10,12-tetrahydro-3H-6,10-methano[1,3,5]oxadiazocino[5,4-a]purine-9-carbaldehyde